ClC1=NC(=C2N=CN(C2=N1)C1SCC(C1O)O)NC 2-(2-chloro-6-methylamino-purin-9-yl)tetrahydrothiophene-3,4-diol